C(=O)(O)CNCCCC[C@H](N)C(=O)O Nε-(carboxymethyl)-lysine